Dodecafluoro-7-(trifluoromethyl)-octyl acrylate C(C=C)(=O)OC(C(C(C(C(CC(C(F)(F)F)C(F)(F)F)F)(F)F)(F)F)(F)F)(F)F